lithium tin copper [Cu].[Sn].[Li]